FC(C(=O)O)(F)F.FC(C(=O)O)(F)F.CN(C1CCN(CC1)CC1=CC=C(C=C1)NC(C1=CC=CC=C1)=O)C N-(4-{[4-(dimethylamino)piperidin-1-yl]methyl}phenyl)benzamide bistrifluoroacetate